2-(((3R,4S)-3-hydroxy-3-(hydroxymethyl)-4-(4-(trifluoromethoxy)phenoxy)pyrrolidin-1-yl)sulfonyl)-5-(trifluoromethyl)benzonitrile O[C@]1(CN(C[C@@H]1OC1=CC=C(C=C1)OC(F)(F)F)S(=O)(=O)C1=C(C#N)C=C(C=C1)C(F)(F)F)CO